C1(CC1)C1=CC(=NC(=N1)C(C)(F)F)NC1=CC(=NC=C1OC)NC(C)=O N-(4-((6-cyclopropyl-2-(1,1-difluoroethyl)pyrimidin-4-yl)amino)-5-methoxypyridin-2-yl)acetamide